(6,6-dimethyl-4-oxo-1-phenyl-4,5,6,7-tetrahydro-1H-indol-2-yl)(phenyl)methyl (E)-but-2-enoate C(\C=C\C)(=O)OC(C1=CC=CC=C1)C=1N(C=2CC(CC(C2C1)=O)(C)C)C1=CC=CC=C1